FC(C=1C=C(COC2=CC=C(C=C2)NC(=O)N2CCN(CC2)CCCC2=CC=CC=C2)C=C(C1)C(F)(F)F)(F)F N-(4-((3,5-bis(trifluoromethyl)benzyl)oxy)phenyl)-4-(3-phenylpropyl)piperazine-1-carboxamide